3-{[4-(2-amino-8-methoxy-4-quinazolinyl)-1H-1,2,3-triazol-1-yl]methyl}-1-(2-methoxyethyl)-1H-pyridin-2-one NC1=NC2=C(C=CC=C2C(=N1)C=1N=NN(C1)CC=1C(N(C=CC1)CCOC)=O)OC